C(C1=CC=CC=C1)NCCN(CCNCCN)CC1=CC=CC=C1 N,N'-dibenzyltriethylenetetramine